thiogulose S=C[C@H](O)[C@H](O)[C@@H](O)[C@H](O)CO